[2-(1H-benzimidazol-1-ylmethyl)-5-fluorophenyl]-boronic acid N1(C=NC2=C1C=CC=C2)CC2=C(C=C(C=C2)F)B(O)O